ethyl (4S,5S)-4-((tert-butoxycarbonyl) amino)-5-methyl-3-oxoheptanoate C(C)(C)(C)OC(=O)N[C@H](C(CC(=O)OCC)=O)[C@H](CC)C